NCCCC(C(CC)=O)(ON=[Si]=NOCC(CC)=O)C aminopropylmethyldibutanonoximinosilane